2-amino-1-chloro-6-methyl-pyrimidine NC1N(C(=CC=N1)C)Cl